methyl 2-((1r,3r)-3-(4-(tert-butoxycarbonyl)piperazin-1-yl)cyclobutyl)-2H-indazole-6-carboxylate C(C)(C)(C)OC(=O)N1CCN(CC1)C1CC(C1)N1N=C2C=C(C=CC2=C1)C(=O)OC